FC(C=1C=CC2=C(C=C(O2)C(=O)N)C1)(F)F 5-(trifluoromethyl)-1-benzofuran-2-carboxamid